N1=CC(=C2N1C=CC=N2)NC(=O)C2=CC1=CNN=C1C=C2 N-(pyrazolo[1,5-a]pyrimidin-3-yl)-2H-indazole-5-carboxamide